SC=C1CC2=CC=C3C=CC4=CC=C5C=CC6=CC=C1C1=C6C5=C4C3=C21 mercaptomethylenecoronene